palmitic acid, palmitate salt C(CCCCCCCCCCCCCCC)(=O)O.C(CCCCCCCCCCCCCCC)(=O)O